BrC1=C2C[C@@H](N=CC2=CC=C1)CO[Si](C)(C)C(C)(C)C [(3R)-5-Bromo-3,4-dihydroisoquinolin-3-yl]methoxy-tert-butyl-dimethyl-silane